2-((4-(5,6-dimethylpyrimidin-4-yl)piperazin-1-yl)methyl)-1H-indole CC=1C(=NC=NC1C)N1CCN(CC1)CC=1NC2=CC=CC=C2C1